N-(3-methoxybenzyl)-2-[(3R)-3-methyl-[1,4'-bipiperidin]-1'-yl]-1,3-thiazole-5-carboxamide COC=1C=C(CNC(=O)C2=CN=C(S2)N2CCC(CC2)N2C[C@@H](CCC2)C)C=CC1